N,N-diformylhydrazine C(=O)N(N)C=O